4'-trifluoromethyl-2,2'-diaminobiphenyl FC(C1=CC(=C(C=C1)C1=C(C=CC=C1)N)N)(F)F